ClC=1C(=CC(=C(C1)NC(=O)N1[C@@H]2CCC1C(C=1C(=NC=CC12)F)O)F)C(F)(F)F (±)-(R)-N-(5-chloro-2-fluoro-4-(trifluoromethyl)phenyl)-1-fluoro-9-hydroxy-6,7,8,9-tetrahydro-5H-5,8-epiminocyclohepta[c]pyridine-10-carboxamide